4-(2-bromo-4-chloro-6-methylphenyl)-3,6-dihydro-2H-pyran BrC1=C(C(=CC(=C1)Cl)C)C=1CCOCC1